2-(3,4-dimethoxyphenyl)-1-ethyl-5-(r-isobutyl-[1,4'-bipiperidin]-4-yl)-1H-benzo[d]imidazole COC=1C=C(C=CC1OC)C1=NC2=C(N1CC)C=CC(=C2)C2C[C@H](N(CC2)C2CCNCC2)CC(C)C